C(C)(C)(C)OC(=O)N1CCC(CC1)NC1=CC(=NC(=N1)OC)C(=O)O 6-((1-(tert-Butoxycarbonyl)piperidin-4-yl)amino)-2-methoxypyrimidine-4-carboxylic acid